4-[5-[(1R)-2-amino-1-hydroxyethyl]pyridin-2-yl]-3-[(4-phenylimidazol-1-yl)methyl]benzonitrile NC[C@H](O)C=1C=CC(=NC1)C1=C(C=C(C#N)C=C1)CN1C=NC(=C1)C1=CC=CC=C1